FC1(CCC(CC1)/C=C/C1=CC(=CC=2CCOC21)N(C(C=C)=O)CCO)F (E)-N-(7-(2-(4,4-Difluorocyclohexyl)vinyl)-2,3-dihydrobenzofuran-5-yl)-N-(2-hydroxyethyl)acrylamide